trans-4-[(7S)-6-(Methoxycarbonyl)-7-methyl-2-[2-(5-methyl-1,3,4-oxadiazol-2-yl)ethyl]-3H,6H,7H,8H,9H-imidazo[4,5-f]chinolin-3-yl]cyclohexan COC(=O)N1[C@H](CCC2=C3C(=CC=C12)N(C(=N3)CCC=3OC(=NN3)C)C3CCCCC3)C